(R)-3-((5-chloro-1H-indol-2-yl)methyl)-1-(1-(1-hydroxycyclobutane-1-carbonyl)piperidin-3-yl)-1-methylurea ClC=1C=C2C=C(NC2=CC1)CNC(N(C)[C@H]1CN(CCC1)C(=O)C1(CCC1)O)=O